4-aminotetrahydro-2H-pyran-3-ol hydrochloride Cl.NC1C(COCC1)O